FC1=CC=2N=C(SC2C=2C[C@H](OC21)CNC(OC(C)(C)C)=O)C2=C1N=CC(=NC1=CC(=C2)C)OC (S)-tert-butyl ((5-fluoro-2-(2-methoxy-7-methylquinoxalin-5-yl)-7,8-dihydrobenzofuro[5,4-d]thiazol-7-yl)methyl)carbamate